CC1=C(C=C(C=C1)NC(=O)C1=NC=CC(=C1)C(F)(F)F)C1=CC2=C(N=C(N=C2)NC=2C=NN(C2)C)N2C1=NCC2 N-(4-methyl-3-(2-((1-methyl-1H-pyrazol-4-yl)amino)-8,9-dihydroimidazo[1',2':1,6]pyrido[2,3-d]pyrimidin-6-yl)phenyl)-4-(trifluoromethyl)pyridineamide